N[C@H]1CS(C2=C(N(C1=O)CC1=CC=C(C=C1)OC(F)(F)F)C=C(C=C2)C=2OC(=NN2)C2(CCOCC2)N)(=O)=O (3R)-3-amino-7-[5-(4-aminotetrahydropyran-4-yl)-1,3,4-oxadiazol-2-yl]-1,1-dioxo-5-[[4-(trifluoromethoxy)phenyl]methyl]-2,3-dihydro-1λ6,5-benzothiazepin-4-one